2-chloro-pyridine-3-carboxamide ClC1=NC=CC=C1C(=O)N